AminOxide N[O-]